boron-molybdenum-magnesium-zinc-aluminum [Al].[Zn].[Mg].[Mo].[B]